N-ethyl-2,4-dihydroxy-5-isopropyl-N-(2-(morpholine-4-carbonyl)phenyl)benzamide C(C)N(C(C1=C(C=C(C(=C1)C(C)C)O)O)=O)C1=C(C=CC=C1)C(=O)N1CCOCC1